FC=1C=C(C=NC1)[C@H](CNCC1CCC(CC1)OC)O (R)-1-(5-Fluoropyridin-3-yl)-2-((((1s,4S)-4-methoxycyclohexyl)-methyl)amino)ethan-1-ol